2-(4-(6-ethoxy-1'-methyl-6'-oxo-1',6'-dihydro-[3,4'-bipyridin]-3'-yl)-1H-pyrazol-1-yl)-6-fluorobenzonitrile C(C)OC1=CC=C(C=N1)C=1C(=CN(C(C1)=O)C)C=1C=NN(C1)C1=C(C#N)C(=CC=C1)F